ClC1=NC2=CC(=C(C=C2C(=N1)NC1CCN(CC1)C(C)C)OC)OCCCN1CCCC1 2-chloro-N-(1-isopropylpiperidin-4-yl)-6-methoxy-7-(3-(pyrrolidin-1-yl)propoxy)quinazolin-4-amine